FC(C1=CN=C2N1C=C(C=C2)C2=CNC=1N=C(N=CC12)NCC)F 5-(3-(difluoromethyl)imidazo[1,2-a]pyridin-6-yl)-N-ethyl-7H-pyrrolo[2,3-d]pyrimidin-2-amine